C(C)(C)(C)OC(=O)N1CC2=CC(=CC=C2C(C1)(F)F)CCl 7-(chloromethyl)-4,4-difluoro-3,4-dihydroisoquinoline-2(1H)-carboxylic acid tert-butyl ester